Glutamine Nitrate [N+](=O)(O)[O-].N[C@@H](CCC(N)=O)C(=O)O